(R)-2-(1-(4-chlorothiazol-2-yl)-1H-pyrazol-4-yl)-N-(3-cyclopropyl-1H-pyrazol-5-yl)propanamide ClC=1N=C(SC1)N1N=CC(=C1)[C@H](C(=O)NC1=CC(=NN1)C1CC1)C